C1C=C(CN2CCC3=C(C12)NC1=CC=CC=C13)C(=O)O 1,4,6,7,12,12B-hexahydroindolo[2,3-a]quinolizine-3-carboxylic acid